(4S)-1-(2,2-difluorobutyl)-5,5-difluoro-3-(trifluoromethyl)-6,7-dihydro-4H-indazol-4-ol FC(CN1N=C(C=2[C@@H](C(CCC12)(F)F)O)C(F)(F)F)(CC)F